C(C1=CC=CC=C1)(=O)[O-].[Na+] sodium benzate